[7-(4-fluoro-2-isopropoxy-phenyl)-6-[(7R)-7-methyl-4,5,6,7-tetrahydropyrazolo[1,5-a]pyrazin-2-yl] thieno[3,2-c]pyridin-4-yl] trifluoromethanesulfonate FC(S(=O)(=O)OC1=NC(=C(C2=C1C=CS2)C2=C(C=C(C=C2)F)OC(C)C)C2=NN1C(CNC[C@H]1C)=C2)(F)F